5-chloro-6-(chloromethyl)-3,4-dihydroisoquinoline-2(1H)-carboxylic acid tert-butyl ester C(C)(C)(C)OC(=O)N1CC2=CC=C(C(=C2CC1)Cl)CCl